dodecenyl-amine C(=CCCCCCCCCCC)N